Cl.COC[C@@H]1[C@H](C1)N (1S,2S)-2-(methoxymethyl)cyclopropylamine, hydrochloride